ClC=1C(=NC(=NC1)NC=1C=NC=C(C1)N1C(CCC1)=O)C1=CCCN(C1)C(=O)C1=CC(NC=C1)=O 4-(5-(5-chloro-2-((5-(2-oxopyrrolidin-1-yl)pyridin-3-yl)amino)pyrimidin-4-yl)-1,2,3,6-tetrahydropyridine-1-carbonyl)pyridin-2(1H)-one